α-methyl-α-phenyl-γ-butyrolactone CC1(C(=O)OCC1)C1=CC=CC=C1